tert-butyl (5S)-2-[(1S)-1-benzyloxycarbonyl-2-methyl-propyl]-1-oxo-2,7-diazaspiro[4.4]nonane-7-carboxylate C(C1=CC=CC=C1)OC(=O)[C@H](C(C)C)N1C([C@]2(CC1)CN(CC2)C(=O)OC(C)(C)C)=O